C(C1=CC=CC=C1)(C1=CC=CC=C1)C1=C(N)C(=CC(=C1)C)C 2-benzhydryl-4,6-dimethylaniline